C(C)NC(=O)OCCOC#CCI 3-iodo-2-propynyloxyethanol ethyl-carbamate